CC(C#C)(CCC)O 3,5-dimethyl-1-pentyn-3-ol